N1=CC=C(C=C1)NC(=O)C1=C2C=C3C(C2NN1)C3 tetrahydro-1H-2,3-diaza-cyclopropa[a]pentalene-4-carboxylic acid pyridin-4-ylamide